rac-(R)-7-(2-(((3-(2-aminoethoxy)pyridin-2-yl)oxy)methyl)pyrrolidin-1-yl)-1-(6-bromopyridin-3-yl)-6-chloro-4-oxo-1,4-dihydro-quinoline-3-carboxylic acid NCCOC=1C(=NC=CC1)OC[C@@H]1N(CCC1)C1=C(C=C2C(C(=CN(C2=C1)C=1C=NC(=CC1)Br)C(=O)O)=O)Cl |r|